C(C)C1=C(N=C2N1C=CC=C2)C(=S)OCC ethyl 3-ethylthioimidazo[1,2-a]pyridine-2-carboxylate